ClC=1C=NC=CC1C(C)(O)C1=NN(C=C1)CC(F)(F)F 1-(3-Chloropyridin-4-yl)-1-(1-(2,2,2-trifluoroethyl)-1H-pyrazol-3-yl)ethan-1-ol